C1(CCCCC1)CCNC(C1=CC(=CC=C1)NC1=C(C=C(C=C1)OCC1=NC=CC=C1)C)=O N-(2-cyclohexylethyl)-3-((2-methyl-4-(pyridin-2-ylmethoxy)phenyl)amino)benzamide